Cl.FC1=C(C=CC(=C1)OC)C1=NN2C(CN[C@@H](C2)C)=C1C1=CC=NC=C1 |r| (RS)-2-(2-fluoro-4-methoxyphenyl)-6-methyl-3-(pyridin-4-yl)-4,5,6,7-tetrahydropyrazolo[1,5-a]pyrazine hydrogen chloride